(R)-6-(2-(2-fluorobenzyl)azepan-1-yl)-4-morpholinopyridin-2(1H)-one FC1=C(C[C@@H]2N(CCCCC2)C2=CC(=CC(N2)=O)N2CCOCC2)C=CC=C1